[B](F)F.FC1=CC=C(C=C1)C(CC(=O)C1=CC=C(C=C1)OC)=O 1-(4-fluorophenyl)-3-(4-methoxyphenyl)propane-1,3-dione boron difluoride